FC1=NC=CC2=C1C[C@@H]1CC[C@H]2N1C(=O)NC1=CC(=C(C=C1)C1=CN=CO1)OC (5R,8S)-1-fluoro-N-(3-methoxy-4-(oxazol-5-yl)phenyl)-6,7,8,9-tetrahydro-5H-5,8-epiminocyclohepta[c]pyridine-10-carboxamide